(4-{5-[(2,6-dichlorophenyl)methoxy]pyrimidin-2-yl}morpholin-2-yl)methylamine ClC1=C(C(=CC=C1)Cl)COC=1C=NC(=NC1)N1CC(OCC1)CN